N-(2-amino-2-methylpropyl)-4-((3-(2,3-difluoro-4-methoxyphenyl)imidazo[1,2-a]pyrazin-8-yl)amino)-2-ethylbenzamide hydrochloride Cl.NC(CNC(C1=C(C=C(C=C1)NC=1C=2N(C=CN1)C(=CN2)C2=C(C(=C(C=C2)OC)F)F)CC)=O)(C)C